ClC1=C(C=C(CN2CC3(CC2)CCN(CC3)C(=O)OC(C(F)(F)F)C(F)(F)F)C=C1)C 1,1,1,3,3,3-Hexafluoropropan-2-yl 2-(4-chloro-3-methylbenzyl)-2,8-diazaspiro[4.5]decane-8-carboxylate